[N+](=O)([O-])C1=CC(=CC2=C1N[C@H](CO2)C2CCOCC2)S(=O)(=O)NC(C2=CC=CC=C2)=O N-[(3S)-5-nitro-3-(oxan-4-yl)-3,4-dihydro-2H-1,4-benzoxazin-7-ylsulfonyl]benzamide